6-{[2-(2-methylphenyl)[1,2,4]triazolo[1,5-c]quinazolin-5-yl]amino}-1,4-diazacycloheptan-5-one CC1=C(C=CC=C1)C1=NN2C(=NC=3C=CC=CC3C2=N1)NC1C(NCCNC1)=O